3-(6-oxo-4-pyridazin-3-yl-pyridazin-1-yl)propionitrile O=C1C=C(C=NN1CCC#N)C=1N=NC=CC1